(2R,3S,5R)-5-(5-bromo-4-chloro-7H-pyrrolo[2,3-d]pyrimidin-7-yl)-2-(((4-methylbenzoyl)oxy)methyl)tetrahydrofuran-3-yl 4-methylbenzoate CC1=CC=C(C(=O)O[C@@H]2[C@H](O[C@H](C2)N2C=C(C3=C2N=CN=C3Cl)Br)COC(C3=CC=C(C=C3)C)=O)C=C1